FC(F)(F)C1OC2=C(CNC1C(=O)N)OC1=C2C=CC=C1 (trifluoromethyl)-2,3,4,5-tetrahydrobenzofuro[2,3-f][1,4]oxazepine-3-carboxamide